methyl (Z)-N'-((Z)-(3-(4-chlorophenyl)-4-phenyl-5,6-dihydropyridazin-1(4H)-yl)(((4-(trifluoromethyl)phenyl)sulfonyl)imino)methyl)carbamimidoselenoate ClC1=CC=C(C=C1)C1=NN(CCC1C1=CC=CC=C1)\C(\N=C(\N)/[Se]C)=N/S(=O)(=O)C1=CC=C(C=C1)C(F)(F)F